C1(CC1)C=1C=C(C(=NC1)N1CCN(CC1)C(=O)C1=C(C=C(C=C1)C1(C(NC(N1)=O)=O)C)C)C 5-{4-[4-(5-cyclopropyl-3-methylpyridin-2-yl)piperazine-1-carbonyl]-3-methylphenyl}-5-methylimidazolidine-2,4-dione